(((2R,7aS)-2-fluorotetrahydro-1H-pyrrolizin-7a(5H)-yl)methoxy)-7-(5,6,7,8-tetrahydronaphthalen-1-yl)-4a,8a-dihydroquinoline-3-acetonitrile F[C@@H]1C[C@@]2(CCCN2C1)COC1=NC2C=C(C=CC2C=C1CC#N)C1=CC=CC=2CCCCC12